FC1=CC=2C3=NNC=4C=CC(OCCCNC(CCC(=C1)C2)=O)=CC34 4-fluoro-14-oxa-10,19,20-triazatetracyclo[13.5.2.12,6.018,21]tricosa-1(20),2(23),3,5,15(22),16,18(21)-heptaen-9-one